(2R,3R,4S,5S)-4-(aminomethyl)-4-(4-chloro-2-fluorophenyl)-3-(3-chlorophenyl)-5-(2,2-dimethylbutyl)pyrrolidine-2-carboxylic acid tert-butyl ester C(C)(C)(C)OC(=O)[C@@H]1N[C@H]([C@@]([C@H]1C1=CC(=CC=C1)Cl)(C1=C(C=C(C=C1)Cl)F)CN)CC(CC)(C)C